1-(4-((4-((2-fluoro-4-((2-(3-hydroxy-3-(trifluoromethyl)azetidin-1-yl)pyridin-4-yl)oxy)phenyl)amino)-7-methoxyquinazolin-6-yl)amino)piperidin-1-yl)prop-2-en-1-one FC1=C(C=CC(=C1)OC1=CC(=NC=C1)N1CC(C1)(C(F)(F)F)O)NC1=NC=NC2=CC(=C(C=C12)NC1CCN(CC1)C(C=C)=O)OC